S(N)(OCC[C@@H]1OC(O[C@H]1C1=CC=CC=C1)(CC)CC)(=O)=O 2-((4S,5S)-5-phenyl-2,2-diethyl-1,3-dioxolan-4-yl)ethyl sulfamate